Cholin chloride [Cl-].OCC[N+](C)(C)C